C(C)(C)(C)OC(=O)N1C(CCCC1)C(=O)NNC(=O)C1CC(C1)OC1CC1 2-[N'-(3-cyclopropoxycyclobutanecarbonyl)hydrazinocarbonyl]Piperidine-1-carboxylic acid tert-butyl ester